(R)-4-chloro-2-(1-cyclopropyl-2-hydroxy-2-methylpropyl)-6-fluoro-7-(4-(5-methyl-1,3,4-oxadiazol-2-yl)phenyl)isoindolin-1-one ClC1=C2CN(C(C2=C(C(=C1)F)C1=CC=C(C=C1)C=1OC(=NN1)C)=O)[C@@H](C(C)(C)O)C1CC1